1-(4-(2-((1-(2-methoxyethyl)-3-methyl-1H-pyrazol-4-yl)amino)thiazol-4-yl)phenyl)pyrrolidin-2-one COCCN1N=C(C(=C1)NC=1SC=C(N1)C1=CC=C(C=C1)N1C(CCC1)=O)C